COP(OC)[O-].C(CCC)[P+](C)(CCCC)CCCC tri-n-butylmethyl-phosphonium dimethyl-phosphite